(S)-2-(6-(ethoxycarbonyl)-1-(2-isopropoxy-2-phenylethyl)-5-methyl-2,4-dioxo-1,2-dihydrothieno[2,3-d]pyrimidin-3(4H)-yl)acetic acid C(C)OC(=O)C1=C(C2=C(N(C(N(C2=O)CC(=O)O)=O)C[C@H](C2=CC=CC=C2)OC(C)C)S1)C